CC=1C=2N(C=C(N1)C)N=C(C2)C2=NC1=CC=C(C=C1C(N2)=O)N2CCN(CC2)C(=O)OC(C)(C)C tert-Butyl 4-[2-(4,6-dimethylpyrazolo[1,5-a]pyrazin-2-yl)-4-oxo-3,4-dihydroquinazolin-6-yl]piperazine-1-carboxylate